OCC1(N2[C@@H](CC(C1=O)CC2)C2=C(C=C(C=C2)C(C)C)OC)COC (6S)-2-(hydroxymethyl)-6-(4-isopropyl-2-methoxyphenyl)-2-(methoxymethyl)quinuclidin-3-one